C(C1=CC=CC=C1)OC1=NC(=CC=C1N1C(N(C2=C1C=CC(=C2)N2N=C(C=C2)CC(=O)O)C)=O)OCC2=CC=CC=C2 2-(1-(1-(2,6-bis(benzyloxy)pyridin-3-yl)-3-methyl-2-oxo-2,3-dihydro-1H-benzo[d]imidazol-5-yl)-1H-pyrazol-3-yl)acetic acid